C(C)(C)C1=C(NC2=CC=C(C=C12)C1CCNCC1)C1=C2C(=NC(=C1)N)NC=N2 7-(3-isopropyl-5-(piperidin-4-yl)-1H-indol-2-yl)-3H-imidazo[4,5-b]pyridin-5-amine